N-(4-(6-nitro-2-oxo-2H-chromen-4-ylamino)phenyl)-2-naphthamide [N+](=O)([O-])C=1C=C2C(=CC(OC2=CC1)=O)NC1=CC=C(C=C1)NC(=O)C1=CC2=CC=CC=C2C=C1